2-chloro-N,N-dimethyl-4-((S)-1-(1-((R)-3,3,3-trifluoro-2-hydroxy-2-phenylpropanoyl)piperidin-4-yl)pyrrolidin-3-ylamino)benzamide ClC1=C(C(=O)N(C)C)C=CC(=C1)N[C@@H]1CN(CC1)C1CCN(CC1)C([C@@](C(F)(F)F)(C1=CC=CC=C1)O)=O